NC1=CC=C(N=N1)C#CCN1C2=C(CCC(C1=O)C1=C(C=C(C=C1)C(F)(F)F)C(F)(F)F)C=C(C=C2)C2CC2 1-(3-(6-aminopyridazin-3-yl)prop-2-ynyl)-3-(2,4-bis(trifluoromethyl)phenyl)-7-cyclopropyl-4,5-dihydro-1H-benzo[b]azepin-2(3H)-one